5-[2-[2-(3,4-dichlorophenyl)azepan-1-yl]-2-oxoethyl]-1-[(2,4-difluorophenyl)methyl]pyrrolidin-2-one ClC=1C=C(C=CC1Cl)C1N(CCCCC1)C(CC1CCC(N1CC1=C(C=C(C=C1)F)F)=O)=O